trans-1,2-dicarboxycyclobutane C(=O)(O)[C@H]1[C@@H](CC1)C(=O)O